N-(5-pyrimidin-2-yl-2-pyridyl)-2-[4-[2-(trifluoromethyl)-4-pyridyl]imidazol-1-yl]acetamide N1=C(N=CC=C1)C=1C=CC(=NC1)NC(CN1C=NC(=C1)C1=CC(=NC=C1)C(F)(F)F)=O